Methoxymethyltriphenyl-phosphorus bromide COCP(C1=CC=CC=C1)(C1=CC=CC=C1)(C1=CC=CC=C1)Br